N-((4-chloro-2,6-diisopropylphenyl)carbamoyl)-4-hydroxy-4-methyl-4,5,6,7-tetrahydrobenzofuran-2-sulfonamide ClC1=CC(=C(C(=C1)C(C)C)NC(=O)NS(=O)(=O)C=1OC2=C(C1)C(CCC2)(C)O)C(C)C